C1(=CC=CC=C1)C(C#N)=CCCC 2-phenyl-2-hexenenitrile